C(C)C1=C(CN2C[C@H](CC2)C(=O)O)C=CC(=C1)/C(/C)=N/OCC1=CC(=C(C=C1)C1=CC=CC=C1)C(F)(F)F (S,E)-1-(2-ethyl-4-(1-(((2-(trifluoromethyl)-[1,1'-biphenyl]-4-yl)methoxy)imino)ethyl)benzyl)pyrrolidine-3-carboxylic acid